C(N)(OCC1=NC=CC=C1)=O O-(pyridin-2-ylmethyl) carbamate